C(C)(=O)C1=NN(C2=CC=C(C=C12)C=1C=NC(=NC1)C)CC(=O)N1[C@H](CCCC1)C(=O)NC1=NC(=CC=C1)Br (R)-1-(2-(3-acetyl-5-(2-methylpyrimidin-5-yl)-1H-indazol-1-yl)acetyl)-N-(6-bromopyridin-2-yl)piperidine-2-carboxamide